(4S,5S)-5-amino-7-ethyl-4-(4-fluorophenyl)-3-(hydroxymethyl)-1-phenyl-1,4,5,7-tetrahydro-6H-pyrazolo[3,4-b]pyridin-6-one N[C@H]1[C@H](C2=C(N(C1=O)CC)N(N=C2CO)C2=CC=CC=C2)C2=CC=C(C=C2)F